2,6-diphenylbromophenol C1(=CC=CC=C1)C1=C(C(=CC=C1Br)C1=CC=CC=C1)O